sodium hydrogenperiodate I(=O)(=O)(=O)O.[Na]